3-methoxy-7-{6-methyl-3-[1-(4,5,5-trifluoropent-4-en-1-yl)-1H-pyrazol-4-yl]pyridin-2-yl}cinnoline COC=1N=NC2=CC(=CC=C2C1)C1=NC(=CC=C1C=1C=NN(C1)CCCC(=C(F)F)F)C